4-methyl-2-(4-((1-methyl-1H-benzo[d]imidazol-2-yl)methyl)piperazin-1-yl)benzenesulfonamide CC1=CC(=C(C=C1)S(=O)(=O)N)N1CCN(CC1)CC1=NC2=C(N1C)C=CC=C2